1,3,5-hexatriene C=CC=CC=C